tert-butyl 4-[2-[2-cyclopropyl-2-[4-ethylsulfonyl-2-(6-methyl-7-oxo-1H-pyrrolo[2,3-c]pyridin-4-yl)phenoxy]ethoxy]ethoxy]piperidine-1-carboxylate C1(CC1)C(COCCOC1CCN(CC1)C(=O)OC(C)(C)C)OC1=C(C=C(C=C1)S(=O)(=O)CC)C=1C2=C(C(N(C1)C)=O)NC=C2